CS(=O)(=O)O.O=C1NC(CCC1N1C(C2=CC(=C(C=C2C1)N1CCC(CC1)CC)F)=O)=O 2-(1-(2-(2,6-dioxopiperidin-3-yl)-6-fluoro-1-oxoisoindolin-5-yl)piperidin-4-yl)ethane Methanesulfonate